NC1=NC(=C(C=C1C=1C=C2CC(NC(C2=CC1)=O)CN(C)C)C1=CC=C(C=C1)N1CCOCC1)F 6-(2-amino-6-fluoro-5-(4-morpholinophenyl)pyridin-3-yl)-3-((dimethylamino)methyl)-3,4-dihydroisoquinolin-1(2H)-one